S1C2=C(C=C1NC(C1=C(C=CC=C1)NS(=O)(=O)C1=CC=C(C=C1)CCCCC)=O)C=CC=C2 N-(benzo[b]thiophen-2-yl)-2-((4-pentylphenyl)sulfonamido)benzamide